FC1(CC(C1)N1C(=NC2=NC=C(C=C21)C=2C=CN1N=C(N=CC12)NCC(C)(C)F)C)F 5-(1-(3,3-Difluorocyclobutyl)-2-methyl-1H-imidazo[4,5-b]pyridin-6-yl)-N-(2-fluoro-2-methylpropyl)pyrrolo[2,1-f][1,2,4]triazin-2-amine